C[C@H]1OC2(CCC2)CNC1 |r| rac-(R)-6-methyl-5-oxa-8-azaspiro[3.5]nonane